N1=CC=C(C=C1)C=CC(=O)O 3-(pyridin-4-yl)propenoic acid